CC(C(CC)C)NCC1(COC1)C N-(1,2-dimethylbutyl)-3-methyl-3-oxetanemethaneamine